2-methyl-6-[(E)-2-(4,4,5,5-tetramethyl-1,3,2-dioxaborolan-2-yl)vinyl]quinoline CC1=NC2=CC=C(C=C2C=C1)\C=C\B1OC(C(O1)(C)C)(C)C